tert-butyl (R)-3-(((1H-pyrazol-4-yl)methoxy)methyl)-4-(3-fluoro-4-(trifluoro methoxy) benzyl)piperazine-1-carboxylate N1N=CC(=C1)COC[C@H]1CN(CCN1CC1=CC(=C(C=C1)OC(F)(F)F)F)C(=O)OC(C)(C)C